O=C1N(CC2=C(C=CC=C12)OCCCCCCCN[C@@H]1[C@@]2(CC[C@H](C1)C2(C)C)C)C2C(NC(CC2)=O)=O 3-(1-oxo-4-((7-(((1R,2S,4R)-1,7,7-trimethylbicyclo[2.2.1]heptan-2-yl)amino)heptyl)oxy)isoindolin-2-yl)piperidine-2,6-dione